tert-butyl N-(5-bromopentyl)carbamate BrCCCCCNC(OC(C)(C)C)=O